2-hydroxy-4-(2-pyrrolidinyl)ethoxybenzaldehyde OC1=C(C=O)C=CC(=C1)OCCC1NCCC1